FC1=C(C(=CC(=C1)C1CCNCC1)O)N1S(NCC1=O)(=O)=O [2-fluoro-6-hydroxy-4-(4-piperidyl)phenyl]-1,1-dioxo-1,2,5-thiadiazolidin-3-one